F[C@@H]1C[C@@]2(CCCN2C1)COC=1N=C(C2=C(N1)C(=C(N=C2)C2=CC(=CC1=CC=C(C(=C21)C#C)F)O)F)N2[C@H](COCC2)C 4-(2-{[(2R,7aS)-2-fluoro-hexahydro-1H-pyrrolizin-7a-yl]methoxy}-8-fluoro-4-[(3S)-3-methylmorpholin-4-yl]pyrido[4,3-d]pyrimidin-7-yl)-5-ethynyl-6-fluoronaphthalen-2-ol